O1C(OCC1)C1CCN(CC1)C=1C=C2CN(C(C2=CC1)=O)C1C(NC(CC1)=O)=O 3-{5-[4-(1,3-Dioxolan-2-yl)piperidin-1-yl]-1-oxo-2,3-dihydro-1H-isoindol-2-yl}piperidine-2,6-dione